N-((1r,4r)-4-hydroxycyclohexyl)-6-(1H-imidazol-1-yl)picolinamide OC1CCC(CC1)NC(C1=NC(=CC=C1)N1C=NC=C1)=O